(1S)-1-[(1R)-1-[diphenylphosphino]ethyl]-2-[2-(diphenylphosphino)phenyl]ferrocene C1(=CC=CC=C1)P([C@H](C)[C-]1C(=CC=C1)C1=C(C=CC=C1)P(C1=CC=CC=C1)C1=CC=CC=C1)C1=CC=CC=C1.[CH-]1C=CC=C1.[Fe+2]